[Cl-].[Cl-].CC=1C(C2=CC=CC=C2C1)[Zr+2]C1C(=CC2=CC=CC=C12)C bis(2-methyl-indenyl)zirconium dichloride